(7S)-2-((trans-3-(4-fluorophenoxy)cyclobutyl)amino)-7,8-dimethyl-7,8-dihydropteridin-6(5H)-one FC1=CC=C(O[C@@H]2C[C@H](C2)NC2=NC=3N([C@H](C(NC3C=N2)=O)C)C)C=C1